2-((3-isopropyl-2-(2-methylpyridin-4-yl)-1H-indol-5-yl)oxy)-N-(octahydrocyclopenta[c]pyrrol-4-yl)acetamide C(C)(C)C1=C(NC2=CC=C(C=C12)OCC(=O)NC1CCC2CNCC21)C2=CC(=NC=C2)C